Methyl-L-tyrosinate CN[C@@H](CC1=CC=C(C=C1)O)C(=O)[O-]